6-chloro-8-((1S,2S)-2-(3-chloro-4-fluorophenyl)cyclopropyl)imidazo[1,2-b]pyridazine ClC=1C=C(C=2N(N1)C=CN2)[C@@H]2[C@H](C2)C2=CC(=C(C=C2)F)Cl